C1(CCCCC1)COC=1C=C2NC=3C=CC(=CC3C(C2=CC1)(C)C)CN1CCNCC1 6-(cyclohexylmethoxy)-9,9-dimethyl-2-(piperazin-1-ylmethyl)-9,10-dihydroacridine